(5S,8R)-N-(4-Chloro-3-(trifluoromethyl)phenyl)-6,7,8,9-tetrahydro-5H-5,8-epiminocyclohepta[d]pyrimidine-10-carboxamide ClC1=C(C=C(C=C1)NC(=O)N1[C@H]2CC[C@@H]1CC=1N=CN=CC12)C(F)(F)F